tert-butyl (2R,5S)-5-((S)-1-((7-chloro-8-fluoro-2-(methylthio)-4-oxo-3,4-dihydropyrido[4,3-d]pyrimidin-5-yl)oxy)ethyl)-2-methylpiperazine-1-carboxylate ClC1=C(C=2N=C(NC(C2C(=N1)O[C@@H](C)[C@H]1NC[C@H](N(C1)C(=O)OC(C)(C)C)C)=O)SC)F